[Co].[Ni].[Li] lithium nickel cobalt